Trans-3-(2-methoxypyridin-3-yl)prop-2-enenitrile COC1=NC=CC=C1/C=C/C#N